1,3-diallyl-5,5-dimethyl-1,3-diazine-2,4,6(1H,3H,5H)-trione C(C=C)N1C(N(C(C(C1=O)(C)C)=O)CC=C)=O